FC1=C(C=CC=C1C=1C=NN(C1F)[C@H](C)C1=CC=C(C=C1)F)C1=CC=2N(C=C1)N=C(N2)N |r| racemic-7-(2-fluoro-3-(5-fluoro-1-(1-(4-fluorophenyl)ethyl)-1H-pyrazol-4-yl)phenyl)-[1,2,4]triazolo[1,5-a]pyridin-2-amine